perchloric acid sodium salt [Na+].Cl(=O)(=O)(=O)[O-]